C(#N)C(CC1N(CCNC1)C(=O)[O-])N1C(=CC2=CC=CC=C12)N1CCC2(CN(C2)C2=NC=NC3=CC=C(C=C23)CC(F)(F)F)CC1 2-[2-cyano-({2-[6-(2,2,2-trifluoroethyl)quinazolin-4-yl]-2,7-diazaspiro[3.5]non-7-yl}-1H-indol-1-yl)ethyl]piperazine-1-carboxylate